C1(CC1)C=1N=NN(C1)[C@H](C(=O)N1[C@@H](C[C@H](C1)O)C(=O)NCC(C)(C)C1=NC=CC=C1F)C(C)(C)C (2S,4R)-1-[(2S)-2-(4-cyclopropyltriazol-1-yl)-3,3-dimethyl-butanoyl]-N-[2-(3-fluoro-2-pyridyl)-2-methyl-propyl]-4-hydroxy-pyrrolidine-2-carboxamide